[C@@H]1([C@H](O)[C@H](O)[C@@H](C(O)=O)O1)N1C=NC=2C(N)=NC=NC12 adenosineOne